4-(4,6-dimethoxy-1,3,5-triazin-2-yl)4-methylmorpholinium chloride [Cl-].COC1=NC(=NC(=N1)OC)[N+]1(CCOCC1)C